(2,6-dioxopiperidin-3-yl)-4-(4-(3-hydroxypropyl)piperidin-1-yl)isoindoline-1,3-dione O=C1NC(CCC1N1C(C2=CC=CC(=C2C1=O)N1CCC(CC1)CCCO)=O)=O